(Z)-1-(4-amino-2-fluoro-but-2-en-1-yl)-4-(5-fluoropyridin-3-yl)-1H-benzo[d][1,2,3]triazole-6-carbonitrile hydrochloride Cl.NC\C=C(\CN1N=NC2=C1C=C(C=C2C=2C=NC=C(C2)F)C#N)/F